ClC=1C2=C(N=CN1)C(=CN2)C(=O)Cl 4-chloro-5H-pyrrolo[3,2-d]pyrimidine-7-carbonyl chloride